(3R,4S)-1-(6-(1-((1r,3R)-3-cyanocyclobutyl)-1H-pyrazol-4-yl)pyrrolo[1,2-b]pyridazin-4-yl)-3-cyclopropyl-4-methyl-2-oxopyrrolidine-3-carbonitrile C(#N)C1CC(C1)N1N=CC(=C1)C=1C=C2N(N=CC=C2N2C([C@]([C@@H](C2)C)(C#N)C2CC2)=O)C1